FC=1C(=CC=2C3=C(NC(C2C1)=O)COC[C@@H]3N(C(C3=CC(=C(C=C3)F)F)=O)C)F (R)-N-(8,9-difluoro-6-oxo-1,4,5,6-tetrahydro-2H-pyrano[3,4-c]isoquinolin-1-yl)-3,4-difluoro-N-methylbenzamide